FC=1C=C(C=CC1)C=1N=NN(C1)[C@@H]1[C@H]([C@@H](O[C@@H]([C@@H]1O)CO)N(C(=O)C1=C(C2=CC=CC=C2C=C1)OC)C)O N-((2R,3R,4S,5R,6R)-4-(4-(3-fluorophenyl)-1H-1,2,3-triazol-1-yl)-3,5-dihydroxy-6-(hydroxymethyl)tetrahydro-2H-pyran-2-yl)-1-methoxy-N-methyl-2-naphthamide